CCC(CC)N([C@@H](CC1=CC=CC=C1)C(=O)O)P(=O)(OCC)OC1=C(C=CC=C1C(C)C)C(C)C Pent-3-yl-((2,6-diisopropylphenoxy)(ethoxy)phosphoryl)phenylalanine